FC(C(=O)O)(F)F.N1CC(C1)OC=1C=C2C(=NC=NC2=CC1OC)NC1=C(C(=C(C=C1)Cl)Cl)F 6-(azetidin-3-yloxy)-N-(3,4-dichloro-2-fluorophenyl)-7-methoxyquinazolin-4-amine Trifluoroacetate Salt